C(C)(=O)C=1C=C(SC1)C#CC1=CC=C(C=C1)C#CC1=CC=NC=C1 1-((4-acetylthienyl)ethynyl)-4-((4-pyridyl)ethynyl)benzene